CNCCCC(=O)O N-Methyl-gamma-aminobutyric acid